FC1=C(C=O)C=C(C(=C1C)C1=C2C([Si](C3=C1C=CC(=C3)O)(C)C)=CC(C=C2)=O)F 2,5-Difluoro-4-(7-hydroxy-5,5-dimethyl-3-oxo-3,5-dihydrodibenzo[b,e]silin-10-yl)-3-methylbenzaldehyde